N1N=NC(=C1)CO TRIAZOL-METHANOL